ClC=1C2=C(N=C(N1)N1[C@H](CC1)C)CCC2 (S)-4-chloro-2-(2-methylazetidin-1-yl)-6,7-dihydro-5H-cyclopenta[d]pyrimidine